2-(3-{5-chloro-2-[(oxan-4-yl)amino]pyrimidin-4-yl}-5-oxo-5H,6H,7H-pyrrolo[3,4-b]pyridin-6-yl)-N-[(1R)-1-(6-methoxypyridin-2-yl)ethyl]acetamide ClC=1C(=NC(=NC1)NC1CCOCC1)C=1C=C2C(=NC1)CN(C2=O)CC(=O)N[C@H](C)C2=NC(=CC=C2)OC